3-[(3-cyclopropyl-2-fluorophenyl)sulfonyl]-N-[2-(2,4-dimethylphenyl)-2,2-difluoroethyl]-5,6,7,8-tetrahydrocinnoline-4-carboxamide C1(CC1)C=1C(=C(C=CC1)S(=O)(=O)C=1N=NC=2CCCCC2C1C(=O)NCC(F)(F)C1=C(C=C(C=C1)C)C)F